(3-chloro-5,6-dimethylpyrazin-2-yl)(3-(2-fluoroethyl)bicyclo[1.1.1]pentan-1-yl)methanone ClC=1C(=NC(=C(N1)C)C)C(=O)C12CC(C1)(C2)CCF